FC=1C=C2C(=NC1)N(C=C2C2CCN(CC2)C=2C=C1C(=NC2)N=C(S1)N1CCOCC1)C 4-(6-(4-(5-fluoro-1-methyl-1H-pyrrolo[2,3-b]pyridin-3-yl)piperidin-1-yl)thiazolo[4,5-b]pyridin-2-yl)morpholine